(R)-2-((1-(2-(4,4-dimethyl-1,4-azasilinan-1-yl)-7-methyl-4-oxo-4H-pyrido[1,2-a]pyrimidin-9-yl)ethyl)amino)benzoic acid C[Si]1(CCN(CC1)C=1N=C2N(C(C1)=O)C=C(C=C2[C@@H](C)NC2=C(C(=O)O)C=CC=C2)C)C